1-bromo-11-iodo-5-methyl-5H-dibenzo[b,e][1,4]diazepine BrC1=CC=CC=2N(C3=C(N=C(C21)I)C=CC=C3)C